ClC=1C=C2C(=CN=C(C2=CN1)N1[C@@H](CC1)C)C(C)C (2R,3S)-1-(6-chloro-4-isopropyl-2,7-naphthyridin-1-yl)-2-methylazetidin